methyl 5-[3-(1-isopropyl-3,5-dimethyl-pyrazol-4-yl)pyrazolo[1,5-a]pyridin-5-yl]furan-2-carboxylate C(C)(C)N1N=C(C(=C1C)C=1C=NN2C1C=C(C=C2)C2=CC=C(O2)C(=O)OC)C